N-methyl-chlorodifluoroacetamide CNC(C(F)(F)Cl)=O